NC=1C=C(C=CC1)NC1=CC(=NC=2N1N=CC2)N N7-(3-Aminophenyl)pyrazolo[1,5-a]pyrimidine-5,7-diamine